(2S)-methyl 2-(2-(3-(5-(((S)-1-methoxy-3-methyl-1-oxobutan-2-yl)carbamoyl)-1-(3,3,3-trifluoro-2-hydroxypropyl)-1H-pyrazol-3-yl)phenyl)oxazole-5-carboxamido)-3-methylbutanoate COC([C@H](C(C)C)NC(=O)C1=CC(=NN1CC(C(F)(F)F)O)C=1C=C(C=CC1)C=1OC(=CN1)C(=O)N[C@H](C(=O)OC)C(C)C)=O